2,3-difluoro-4-formylphenyl-boronic acid FC1=C(C=CC(=C1F)C=O)B(O)O